(2R,3S,5R)-5-(6-amino-2-fluoro-9H-purin-9-yl)-2-(((cyclopentanecarbonyl)oxy)methyl)-2-ethynyltetrahydrofuran-3-yl cyclopentanecarboxylate C1(CCCC1)C(=O)O[C@@H]1[C@@](O[C@H](C1)N1C2=NC(=NC(=C2N=C1)N)F)(C#C)COC(=O)C1CCCC1